BrC1=CC(=C(C=C1)C1=CN=C(O1)C)F 5-(4-bromo-2-fluoro-phenyl)-2-methyl-Oxazole